ClC1=NN(C(C2=CC=CC=C12)=O)C1=CC(=C(C=C1)F)Cl chloro-2-(3-chloro-4-fluorophenyl)phthalazin-1(2H)-one